C(C)N1C(C=CC=C1C(O)C1=CC(=C(C=C1)F)C1=NC=NC2=CC(=CC=C12)N1CCOCC1)=O 1-Ethyl-6-{[4-fluoro-3-(7-morpholin-4-yl-quinazolin-4-yl)-phenyl]hydroxy-methyl}-1H-pyridin-2-one